FC=1C=C(C=CC1N1CCCCC1)NC(=O)C=1N=C(OC1C)N1C=CC=C1 N-(3-fluoro-4-(piperidin-1-yl)phenyl)-5-methyl-2-(1H-pyrrol-1-yl)oxazole-4-carboxamide